2-methyl-2-(4-(4-chlorobenzoyl)phenoxy)propionic acid isopropyl ester C(C)(C)OC(C(C)(OC1=CC=C(C=C1)C(C1=CC=C(C=C1)Cl)=O)C)=O